N-(4-acetyl-5-bromo-6-methoxy-3-pyridyl)-2-(3,4-difluoro-2-methoxy-phenoxy)-5-fluoro-4-(trifluoromethyl)benzamide C(C)(=O)C1=C(C=NC(=C1Br)OC)NC(C1=C(C=C(C(=C1)F)C(F)(F)F)OC1=C(C(=C(C=C1)F)F)OC)=O